(R)-6-(6-acetyl-2,6-diazaspiro[3.3]heptane-2-yl)-N-(2-(4-cyanothiazolidin-3-yl)-2-oxoethyl)quinoline-4-carboxamide C(C)(=O)N1CC2(CN(C2)C=2C=C3C(=CC=NC3=CC2)C(=O)NCC(=O)N2CSC[C@H]2C#N)C1